ClC1CCCC2=CC=C(C=C12)OC 1-chloro-7-methoxy-1,2,3,4-tetrahydronaphthalene